C(C)(=O)OC(C=C)COC(C)=O 3,4-Diacetoxy-1-butene